tert-butyl (3R)-3-[6-[N-tert-butoxycarbonyl-2-cyano-3-[[ethyl(methyl)sulfamoyl]amino]-6-fluoro-anilino]-4-oxo-quinazolin-3-yl]-1-oxa-8-azaspiro[4.5]decane-8-carboxylate C(C)(C)(C)OC(=O)N(C1=C(C(=CC=C1F)NS(N(C)CC)(=O)=O)C#N)C=1C=C2C(N(C=NC2=CC1)[C@H]1COC2(C1)CCN(CC2)C(=O)OC(C)(C)C)=O